C(N)(=O)C=1C=CC(=NC1)NC1=NN2C(C=C(C=C2)C2=C(C=NC(=C2)C)OC2CC3COCC(C2)N3C(=O)[O-])=C1 7-((4-(2-((5-carbamoylpyridin-2-yl)amino)pyrazolo[1,5-a]pyridin-5-yl)-6-methylpyridin-3-yl)oxy)-3-oxa-9-azabicyclo[3.3.1]nonane-9-carboxylate